CC1=C(C=2N(C=C1C1=C(C3=C(N1)SC(=C3C)C3CCN(CC3)C(=O)C3CC1(C3)OCCN(C1)C)C(C)C)N=CN2)C [4-[5-(7,8-dimethyl-[1,2,4]triazolo[1,5-a]pyridin-6-yl)-4-isopropyl-3-methyl-6H-thieno[2,3-b]pyrrol-2-yl]-1-piperidyl]-(8-methyl-5-oxa-8-azaspiro[3.5]nonan-2-yl)methanone